C1(=C(C=CC=C1)N1CCN(CC1)C(=O)OC(C)(C)C)C1=CC=CC=C1 Tert-Butyl 4-[[1,1-biphenyl]-2-yl]piperazine-1-carboxylate